COC1=CC=C(C=C1)CN1N=C(C2=CC=C(C=C12)CC(=O)NC1=CC(=NC=C1)C(=O)[O-])C[NH+]1CCOCC1 4-[[2-[1-[(4-methoxyphenyl)methyl]-3-(morpholin-4-ium-4-ylmethyl)indazol-6-yl]acetyl] amino]pyridine-2-carboxylate